NC1=CC(NC(=N1)N1CCCC1)=O 6-amino-2-(pyrrolidin-1-yl)pyrimidin-4(3H)-one